1-vinyl-1-cyclohexene C(=C)C1=CCCCC1